BrC1=C(C=CC(=C1)[N+](=O)[O-])C(C)(C)C 2-bromo-1-(tert-butyl)-4-nitrobenzene